(R)-2-((2S,3R)-3-amino-4-(2-fluorophenyl)-2-hydroxybutanamido)-2-(3-(trifluoromethoxy)phenyl)acetic acid N[C@@H]([C@@H](C(=O)N[C@@H](C(=O)O)C1=CC(=CC=C1)OC(F)(F)F)O)CC1=C(C=CC=C1)F